2-bromopropionic acid BrC(C(=O)O)C